4-(1-(((1R,5S,8s)-3-oxabicyclo[3.2.1]octan-8-yl)amino)pyrido[3,4-d]pyridazin-4-yl)-3-methoxybenzonitrile [C@@H]12COC[C@@H](CC1)C2NC2=C1C(=C(N=N2)C2=C(C=C(C#N)C=C2)OC)C=NC=C1